N-[(4-methoxy-3,5-dimethylpyridin-2-yl)methyl]-N,6-dimethyl-4-[(1-methylcyclopropyl)amino]furo[2,3-d]pyrimidine-5-carboxamide COC1=C(C(=NC=C1C)CN(C(=O)C1=C(OC=2N=CN=C(C21)NC2(CC2)C)C)C)C